C(CCC\C=C/C=C/CCCC)O Z,E-5,7-dodecadienol